Cl.O1CC(NC2=C1C=CC=C2)=O 2H-1,4-benzoxazin-3(4H)-one hydrochloride